C(C)(C)(C)OC(=O)N1NCCC1.FC(CN1CCN(CC1)C(=O)N1N(CCC1)C(=O)OC(C)(C)C)(F)F tert-butyl 2-(4-(2,2,2-trifluoroethyl)piperazin-1-carbonyl)pyrazolidin-1-carboxylate Tert-butyl-pyrazolidin-1-carboxylate